1-(3-ethylpyridine-2-yl)-N-(3-fluoro-4-((1-isopropyl-2-oxo-2,3-dihydro-1H-imidazo[4,5-b]pyridine-7-yl)oxy)phenyl)-5-(trifluoromethyl)-1H-pyrazole-4-carboxamide C(C)C=1C(=NC=CC1)N1N=CC(=C1C(F)(F)F)C(=O)NC1=CC(=C(C=C1)OC1=C2C(=NC=C1)NC(N2C(C)C)=O)F